C1(CCCCC1)C1=C(N=C(S1)N1C([C@@H]2N(CCN(C2)C#N)CC1)=O)COC (R)-8-(5-cyclohexyl-4-(methoxymethyl)thiazol-2-yl)-9-oxooctahydro-2H-pyrazino[1,2-a]pyrazine-2-carbonitrile